2,5-bis(cumylperoxy)-2,5-dimethylhexane C(C)(C)(C1=CC=CC=C1)OOC(C)(CCC(C)(C)OOC(C)(C)C1=CC=CC=C1)C